N[C@@H](CCCC(=O)[O-])C(=O)[O-] homoglutamate